5-(4-(((2S,6r)-6-methyl-1,4-dioxan-2-yl)methoxy)phenyl)-2-oxo-6-(trifluoromethyl)-1,2-dihydropyridin-3-carboxamide C[C@@H]1COC[C@H](O1)COC1=CC=C(C=C1)C=1C=C(C(NC1C(F)(F)F)=O)C(=O)N